6-[(2,6-difluoro-4-pyridyl)amino]-3-methoxy-N-(2-phenylethyl)pyridine-2-carboxamide FC1=NC(=CC(=C1)NC1=CC=C(C(=N1)C(=O)NCCC1=CC=CC=C1)OC)F